C(C)(C)(C)C1=C(C=C(C(=C1)OC1=CC=C(C=C1)N)C(C)(C)C)OC1=CC=C(C=C1)N 2,5-di-tert-butyl-1,4-bis(4-aminophenoxy)benzene